ClC1=C(C=2N=C(N=C(C2C=N1)N1CCCO[C@@H]2C[C@H]12)OC([2H])([2H])[C@]12CCCN2C[C@@H](C1)F)F (1R,7S)-6-(7-chloro-8-fluoro-2-(((2R,7aS)-2-fluorotetrahydro-1H-pyrrolizin-7a(5H)-yl)methoxy-d2)pyrido[4,3-d]pyrimidin-4-yl)-2-oxa-6-azabicyclo[5.1.0]octane